CN([C@@H](CC1=CNC2=CC=CC=C12)C(=O)O)C(C1=CN=CC=C1)=O methyl-nicotinoyl-tryptophan